OCCN(CC(=O)[O-])CCO.[Na+] Sodium Bis-Hydroxyethylglycinate